C(#C)[C@@H]1N(CC1)C(=O)OCC1=CC=CC=C1 Benzyl (R)-2-ethynylazetidine-1-carboxylate